3-Bromo-4-methoxy-5-nitropyridine BrC=1C=NC=C(C1OC)[N+](=O)[O-]